2-(2-methoxyethoxy)glutamic acid COCCO[C@](N)(CCC(=O)O)C(=O)O